2-[4-[3-[6-[2-cyano-3-[[ethyl(methyl)sulfamoyl]amino]-6-fluoro-phenoxy]-4-oxo-quinazolin-3-yl]propyl]-1-piperidyl]acetic acid C(#N)C1=C(OC=2C=C3C(N(C=NC3=CC2)CCCC2CCN(CC2)CC(=O)O)=O)C(=CC=C1NS(N(C)CC)(=O)=O)F